C1(CCCCC1)(N)N cis-cyclohexanediamine